FC(C1C2=CC=CC=C2OC=2C=CC=C(C12)OC1=CC=CC=C1)(F)F 9-trifluoromethylphenoxyxanthene